C(C)(=O)NC1=C(C(=O)NC=2SC(=C(N2)C)C)C=CC(=C1)NC 2-acetamido-N-(4,5-dimethylthiazol-2-yl)-4-(methylamino)benzamide